FC=1C(=NN(C1)C1=CC=CC=C1)[S@](=O)(N)=NC(NC1=C2C(=NC3=C1CCC3)[C@@H](CC2)C)=O (S)-4-fluoro-N'-(((R)-3-methyl-1,2,3,5,6,7-hexahydrodicyclopenta[b,e]pyridin-8-yl)carbamoyl)-1-phenyl-1H-pyrazole-3-sulfonimidamide